3,6-bis(3-thienyl)-9H-carbazole S1C=C(C=C1)C=1C=CC=2NC3=CC=C(C=C3C2C1)C1=CSC=C1